OC1=CC(=CC2=C1C(C=C(O2)C2=CC(=C(C=C2)O)OC)=O)O 5,7-dihydroxy-2-(4-hydroxy-3-methoxyphenyl)-4H-benzopyran-4-one